ClC1=C(C=C(C=C1)C1CCN(C(O1)=O)C1=CC(=NS1)C1=CC=NC=C1)F 6-(4-chloro-3-fluorophenyl)-3-(3-(pyridin-4-yl)isothiazol-5-yl)-1,3-oxazinan-2-one